(2-azidoethyl) disulfide N(=[N+]=[N-])CCSSCCN=[N+]=[N-]